Cl.COC=1C=C(N=NC1OC)C1=CC=C(C=C1)CN[C@@H]1C[C@@H]([C@@H](C1)OC)N(C=1C2=C(N=CN1)SC(=C2)CC(F)(F)F)C (1R,3S,4R)-N1-{(4-(5,6-dimethoxypyridazin-3-yl)phenyl)methyl}-4-methoxy-N3-methyl-N3-[6-(2,2,2-trifluoroethyl)thieno[2,3-d]pyrimidin-4-yl]cyclopentane-1,3-diamine Hydrochloride